3-(9-((4-(aminomethyl)-2-methylphenyl)carbamoyl)-4,5-dihydrobenzo[b]thieno[2,3-d]oxepin-8-yl)-6-(((1-(hydroxymethyl)cyclobutyl)methyl)carbamoyl)picolinic acid NCC1=CC(=C(C=C1)NC(=O)C1=CC2=C(OCCC3=C2SC=C3)C=C1C=1C(=NC(=CC1)C(NCC1(CCC1)CO)=O)C(=O)O)C